C(C)(C)(C)OC(=O)N1CCC(=CC1)C1=CC=C(C=C1)[C@H](C)NC=1N=CC2=C(N1)N(C(C=C2)=O)[C@@H](C)C(C)C tert-butyl-4-{4-[(1S)-1-({8-[(2S)-3-methylbutan-2-yl]-7-oxo-7,8-dihydropyrido[2,3-d]pyrimidin-2-yl}amino)ethyl]phenyl}-3,6-dihydropyridine-1(2H)-carboxylate